ClC=1C=C(NC2=C(C(=O)OC)C=CC=C2)C=C(C1OCCCOCOC1=C(C=C(C=C1Cl)CCC(=O)OC)Cl)Cl methyl 2-[3,5-dichloro-4-[3-[[2,6-dichloro-4-(3-methoxy-3-oxo-propyl)phenoxy]methoxy] propoxy]anilino]benzoate